tert-butyl (S)-2-(4-(4-chlorophenyl)-2-iodo-3,9-dimethyl-6H-thieno[3,2-f][1,2,4]triazolo[4,3-a][1,4]diazepin-6-yl)acetate ClC1=CC=C(C=C1)C1=N[C@H](C=2N(C3=C1C(=C(S3)I)C)C(=NN2)C)CC(=O)OC(C)(C)C